ClC=1C(=C(C=C(C1)OCOC)C1=C(C=2N=C(N=C(C2C=N1)N1CC2CCC(C1)N2C(=O)OC(C)(C)C)SC)F)C2CC2 tert-butyl 3-[7-[3-chloro-2-cyclopropyl-5-(methoxymethoxy)phenyl]-8-fluoro-2-methylsulfanyl-pyrido[4,3-d]pyrimidin-4-yl]-3,8-diazabicyclo[3.2.1]octane-8-carboxylate